NCCCCCC(=O)NCCO[C@@H]1[C@@H](O)[C@@H](O[C@@H]2[C@@H](O)[C@@H](O)[C@H](O)[C@H](O2)CO)[C@H](O)[C@H](O1)CO[C@@H]1[C@@H](O)[C@@H](O)[C@H](O)[C@H](O1)CO 6-Amino-N-[2-({α-D-mannopyranosyl-(1→3)-[α-D-mannopyranosyl-(1→6)]-α-D-mannopyranosyl}oxy)ethyl]hexanamide